trans-feruloyl-glycolic acid C(\C=C\C1=CC(OC)=C(O)C=C1)(=O)C(C(=O)O)O